N-(7-(cyclopropylmethoxy)-4-((2-(2-fluorophenyl)pyridin-4-yl)amino)quinazolin-6-yl)-2-fluoroacrylamide C1(CC1)COC1=C(C=C2C(=NC=NC2=C1)NC1=CC(=NC=C1)C1=C(C=CC=C1)F)NC(C(=C)F)=O